cyclohexane-1,2-dicarboxylic acid didecyl ester C(CCCCCCCCC)OC(=O)C1C(CCCC1)C(=O)OCCCCCCCCCC